NC1=C(C=C(C=C1)Br)S(=O)(=O)NCC(=O)OC methyl 2-(2-amino-5-bromobenzenesulfonamido)acetate